Methyl 2-propenylphosphonate C(C=C)P(OC)([O-])=O